C1(CC1)N1N=CC(=C1)[C@@H]1OCCC(C1)C=1N=C(C2=C(N1)N=C(S2)N2C[C@H](CC2)OC)C2=C(C=C(C=C2)C(F)(F)F)F 5-[(2R)-2-(1-cyclopropylpyrazol-4-yl)tetrahydropyran-4-yl]-7-[2-fluoro-4-(trifluoromethyl)phenyl]-2-[(3S)-3-methoxypyrrolidin-1-yl]thiazolo[4,5-d]pyrimidine